2-(2'-Hydroxyphenyl)BenzothiazoleN OC1=C(C=CC=C1)N1SC2=C(C1)C=CC=C2